Cl.NC\C=C(\CN1C=NC2=C1C=C(C=C2C=2C=C(C=CC2F)C(C)=O)C(F)(F)F)/F (Z)-1-(3-(1-(4-amino-2-fluorobut-2-en-1-yl)-6-(trifluoromethyl)-1H-benzo[d]imidazol-4-yl)-4-fluorophenyl)ethan-1-one hydrochloride